ethyl 2-[[2,4-difluoro-6-(2-methoxyethoxy)phenyl]methyl]cyclopentene-1-carboxylate FC1=C(C(=CC(=C1)F)OCCOC)CC1=C(CCC1)C(=O)OCC